NC1=C2C(N(C=C1C(=O)OC)C1CCC1)=NC=C2 methyl 4-amino-7-cyclobutyl-7H-pyrrolo[2,3-b]pyridine-5-carboxylate